N-((1r,4r)-4-(2-(dimethylamino)-2-oxoethoxy)cyclohexyl)-5-(1H-imidazol-1-yl)-1H-pyrazolo[3,4-c]pyridine-7-carboxamide CN(C(COC1CCC(CC1)NC(=O)C=1N=C(C=C2C1NN=C2)N2C=NC=C2)=O)C